[Si](C)(C)(C(C)(C)C)OC=1C=C(C=CC1O[Si](C)(C)C(C)(C)C)C=1SC2=C(C=CC=3N=NNC32)N1 7-(3,4-bis((tert-butyldimethylsilyl)oxy)phenyl)-1H-thiazolo[5',4':3,4]benzo[1,2-d][1,2,3]triazole